C(=C)C1=CC2=C(OCO2)C=C1 5-vinyl-1,3-benzodioxole